FC=1C(=C(C=C(C1)C(F)(F)F)O)C=1C=2N(C(=NN1)N[C@H]1CN(CCC1)C1CCOCC1)C=CC2 3-fluoro-2-(4-{[(3R)-1-(oxacyclohex-4-yl)piperidin-3-yl]amino}pyrrolo[1,2-d][1,2,4]triazin-1-yl)-5-(trifluoromethyl)phenol